N1N=NC=2CN(CCC21)C(CC=2OC(=NN2)C=2C=NC(=NC2)N[C@@H]2CC1=CC=C(C=C1C2)C(F)(F)F)=O (R)-1-(1,4,6,7-tetrahydro-5H-[1,2,3]triazolo[4,5-c]pyridin-5-yl)-2-(5-(2-((5-(trifluoromethyl)-2,3-dihydro-1H-inden-2-yl)amino)pyrimidin-5-yl)-1,3,4-oxadiazol-2-yl)ethan-1-one